(3,5-dibromo-4-hydroxyphenyl) (2-ethyl-6-nitrobenzofuran-3-yl-4,5,7-d3) Ketone C(C)C=1OC2=C(C1C(=O)C1=CC(=C(C(=C1)Br)O)Br)C(=C(C(=C2[2H])[N+](=O)[O-])[2H])[2H]